NC=1SC(=C(N1)C=1C=C2C=CN(C2=CC1)C(=O)C1=CN=CN1C)C (5-(2-amino-5-methylthiazol-4-yl)indol-1-yl)(1-methyl-1H-imidazol-5-yl)methanone